F[C@H]1[C@H](CC(NC1)(C)C)N1C=CC2=C1N=NC(=C2)C2=C(C=C(C=C2)N2N=NC=C2)O 2-{7-[(4S,5R)-5-fluoro-2,2-dimethylpiperidin-4-yl]-7H-pyrrolo[2,3-c]pyridazin-3-yl}-5-(1H-1,2,3-triazol-1-yl)phenol